7-(cyclohexen-1-yl)-N-[4-[(6,7-dimethoxy-1,5-naphthyridin-4-yl)oxy]phenyl]-8-oxo-3,4-dihydro-1H-pyrido[2,1-c][1,4]oxazine-9-carboxamide C1(=CCCCC1)C=1C(C(=C2COCCN2C1)C(=O)NC1=CC=C(C=C1)OC1=CC=NC2=CC(=C(N=C12)OC)OC)=O